NC1=C(N=NC1(C)C)N(C)C 4-amino-3-dimethylamino-dimethylpyrazole